(E)-2-((3R,5R)-3-(4-amino-3-(2-fluoro-4-phenoxyphenyl)-1H-pyrazolo[3,4-d]pyrimidin-1-yl)-5-methoxypiperidine-1-carbonyl)-4,4-dimethylpent-2-enenitrile NC1=C2C(=NC=N1)N(N=C2C2=C(C=C(C=C2)OC2=CC=CC=C2)F)[C@H]2CN(C[C@@H](C2)OC)C(=O)\C(\C#N)=C\C(C)(C)C